CN1C=NC=C1.C(=CC1=CC=CC=C1)S(=O)(=O)O styrenesulfonic acid N-methylimidazole salt